(S)-3-butyl-1-cyclohexyl-6-methoxy-3,4-dihydroisoquinoline C(CCC)[C@@H]1N=C(C2=CC=C(C=C2C1)OC)C1CCCCC1